COC[C@H](CN1CCN(CC1)CCCN1CCN(CC1)C1=NC=CC(=N1)OC)O (S)-1-methoxy-3-(4-(3-(4-(4-methoxypyrimidin-2-yl)piperazin-1-yl)propyl)piperazin-1-yl)propan-2-ol